CCC(CO)(CO)COCC(CC)(CO)CO DITRIMETHYLOLPROPANE